9-Chloro-2-methyl-2,3-dihydro-1H-pyrrolo[3,4-b]quinoline-6-carboxylic acid methyl ester COC(=O)C=1C=CC=2C(=C3C(=NC2C1)CN(C3)C)Cl